C(C)(C)(C)OC(=O)N(C[C@H]1NC(CC1)=O)CC=1C=CC(=NC1OC)C1=C(C(=NC=C1)C=1C(=C(C=CC1)NC(=O)C=1SC(=CN1)CCC(=O)OCC)Cl)Cl Ethyl (S)-3-(2-((3-(5-(((tert-butoxycarbonyl)((5-oxopyrrolidin-2-yl)methyl)amino)methyl)-3'-chloro-6-methoxy-[2,4'-bipyridin]-2'-yl)-2-chlorophenyl)carbamoyl)thiazol-5-yl)propanoate